2-(3,3-dimethylmorpholino)-N-(2-(trifluoromethyl)benzyl)pyrido[2,3-d]pyrimidin-4-amine CC1(COCCN1C=1N=C(C2=C(N1)N=CC=C2)NCC2=C(C=CC=C2)C(F)(F)F)C